(5-bromopyrimidin-2-yl)[1-(3-chloro(2-pyridyl))-isopropyl]amine BrC=1C=NC(=NC1)NC(C)(C)C1=NC=CC=C1Cl